ethyl 4-chloro-1-isopropyl-6-nitro-2-oxo-1,2-dihydroquinoline-3-carboxylate ClC1=C(C(N(C2=CC=C(C=C12)[N+](=O)[O-])C(C)C)=O)C(=O)OCC